ClC=1C(=NC2=CC(=C(C=C2C1Cl)C=1C=CC(=NC1)P1(CCOCC1)=O)F)C 4-[5-(3,4-dichloro-7-fluoro-2-methylquinolin-6-yl)pyridin-2-yl]-1,4lambda5-oxaphosphinan-4-one